(S)-7-(3-chlorophenoxy)-N-((1R,5S,8S)-3-(6-methylpyrimidin-4-yl)-3-azabicyclo[3.2.1]oct-8-yl)-6,7-dihydro-5H-pyrrolo[1,2-b][1,2,4]triazol-2-amine ClC=1C=C(O[C@H]2CCN3N=C(N=C32)NC3[C@H]2CN(C[C@@H]3CC2)C2=NC=NC(=C2)C)C=CC1